3-(7-chloro-3H-imidazo[4,5-b]pyridin-5-yl)-2-methylbenzonitrile ClC1=C2C(=NC(=C1)C=1C(=C(C#N)C=CC1)C)NC=N2